N1=CC=CC2=CC=CC(=C12)CCCCN1C(NC2=C1C=CC=C2)=O 1-(4-(quinolin-8-yl)butyl)-1,3-dihydro-2H-benzo[d]imidazol-2-one